Cl.COC(=O)[C@@H]1NCC[C@@H](C1)C(C)(C)C cis-4-tert-butylpiperidine-2-carboxylic acid methyl ester, hydrochloride